C(#N)C=1C=NC2=CC(=C(C=C2C1N1CCC2(CCN(C2)C(=O)OC(C)(C)C)CC1)F)OC Tert-Butyl 8-(3-Cyano-6-Fluoro-7-Methoxyquinolin-4-yl)-2,8-Diazaspiro[4.5]Decane-2-Carboxylate